NN1C(N(N=CC1=O)C1=CC(=C(C(=C1)Cl)OC=1C=C2C3(C(NC2=CC1)=O)CC(C3)(F)F)Cl)=O amino-2-(3,5-dichloro-4-((3,3-difluoro-2'-oxospiro[cyclobutane-1,3'-indolin]-5'-yl)oxy)phenyl)-1,2,4-triazine-3,5(2H,4H)-dione